COC=1C=C(C=CC1OC)C(C(CO)C1=C(C=CC=C1)OC)O 1-(3,4-dimethoxyphenyl)-2-(2-methoxyphenyl)propane-1,3-diol